2-((2-(3-((2-methoxy-4-(methylsulfonyl)phenyl)amino)prop-1-yn-1-yl)-4-(((1R,4R)-4-morpholinocyclohexyl)amino)-1H-indol-1-yl)methyl)acrylonitrile COC1=C(C=CC(=C1)S(=O)(=O)C)NCC#CC=1N(C2=CC=CC(=C2C1)NC1CCC(CC1)N1CCOCC1)CC(C#N)=C